2-[(E)-{[(R)-2-methylpropan-2-sulfinyl]imino}methyl]-7-azaspiro[3.5]nonane-7-carboxylic acid tert-butyl ester C(C)(C)(C)OC(=O)N1CCC2(CC(C2)/C=N/[S@](=O)C(C)(C)C)CC1